C(N)(=O)N1N=CC=C1 N-carbamoylpyrazole